COC(C(=O)C)OC 1,1-dimethoxyacetone